1-Methyl-3-(3-oxo-2-(m-tolyl)indolin-2-yl)-1H-pyrrole-2,5-dione CN1C(C(=CC1=O)C1(NC2=CC=CC=C2C1=O)C=1C=C(C=CC1)C)=O